C[C@@]12CCC=3N=C(SC3C2=CC[C@H]2[C@H]3[C@](CC[C@H]12)(/C(/CC3)=N/O)C)NC3=NC=CC=C3 (5aR,5bS,7aS,10aS,10bR,E)-5a,7a-dimethyl-2-(pyridin-2-ylamino)-4,5,5a,5b,6,7,7a,9,10,10a,10b,11-dodecahydro-8H-cyclopenta[7,8]phenanthro[2,1-d]thiazol-8-one oxime